O=C1NC(CCC1N1C(C2=CC=CC(=C2C1)NCCCC(=O)N1CCN(CC1)C1=CC=C(N=N1)C(=O)N1CCC(CC1)CCCCNC(\C=C\C=1C=NC=CC1)=O)=O)=O (E)-N-(4-(1-(6-(4-(4-((2-(2,6-dioxopiperidin-3-yl)-1-oxoisoindolin-4-yl)amino)butanoyl)piperazin-1-yl)pyridazine-3-carbonyl)piperidin-4-yl)butyl)-3-(pyridin-3-yl)acrylamide